C(C=C)(=O)NCC1=NN(C=2N=CC=C(C21)C(=O)NCCO)C2=CC=C(C=C2)OC(F)(F)F 3-(Acrylamidomethyl)-N-(2-hydroxyethyl)-1-(4-(trifluoromethoxy)phenyl)-1H-pyrazolo[3,4-b]pyridine-4-carboxamide